O\N=C\C(C)=O (1E)-1-(hydroxyimino)propan-2-one